tert-butyl 2-(2-(2-isopropylphenyl)-6-oxo-4-(4-(trifluoromethoxy) benzyl) piperazin-1-yl)-7-azaspiro[3.5]nonane-7-carboxylate C(C)(C)C1=C(C=CC=C1)C1N(C(CN(C1)CC1=CC=C(C=C1)OC(F)(F)F)=O)C1CC2(C1)CCN(CC2)C(=O)OC(C)(C)C